N-(4-((2-((5-cyclopropyl-1-(oxazol-2-ylmethyl)-2-oxo-1,2-dihydropyridin-3-yl)amino)-1-methyl-1H-benzo[d]imidazol-6-yl)oxy)pyridin-2-yl)acetamide C1(CC1)C=1C=C(C(N(C1)CC=1OC=CN1)=O)NC1=NC2=C(N1C)C=C(C=C2)OC2=CC(=NC=C2)NC(C)=O